CN(CC#C)C 1-dimethylamino-2-propyne